(E)-3-chloro-5-((1-hydroxy-2-methylprop-ylimino)methyl)phenyl 3-methylbenzoate CC=1C=C(C(=O)OC2=CC(=CC(=C2)/C=N/C(C(C)C)O)Cl)C=CC1